3-[[(5-amino-1,3,3-trimethyl-cyclohexyl)methylamino]methyl]-3,5,5-trimethyl-cyclohexanamine NC1CC(CC(C1)(C)CNCC1(CC(CC(C1)(C)C)N)C)(C)C